(1S)-1-(chloromethyl)-3-[(5-{[(1S)-1-(chloromethyl)-5-hydroxy-1,2-dihydro-3H-benzo[e]indol-3-yl]carbonyl}thiophen-2-yl)carbonyl]-2,3-dihydro-1H-benzo[e]indol-5-yl dihydrogen phosphate P(=O)(OC=1C2=C(C=3[C@@H](CN(C3C1)C(=O)C=1SC(=CC1)C(=O)N1C[C@H](C=3C4=C(C(=CC13)O)C=CC=C4)CCl)CCl)C=CC=C2)(O)O